ClC=1C(=C(OC2=NC=NC3=CC=C(C=C23)[C@@H]2CN(CC2)C(=O)OC(C)(C)C)C=CC1Cl)F (R)-tert-butyl 3-(4-(3,4-dichloro-2-fluorophenoxy)quinazolin-6-yl)pyrrolidine-1-carboxylate